2-((4-amino-2-butyl-7-(3-(piperazin-1-yl)prop-1-yn-1-yl)-1H-imidazo[4,5-c]quinolin-1-yl)methyl)-2-methylpropane-1,3-diol NC1=NC=2C=C(C=CC2C2=C1N=C(N2CC(CO)(CO)C)CCCC)C#CCN2CCNCC2